ClC=1N=NC=C(C1)C(C)(C)F 3-chloro-5-(2-fluoropropan-2-yl)pyridazine